(3S)-3-{[7-bromo-2-(4-fluorophenyl)[1,2,4]triazolo[1,5-c]quinazolin-5-yl]amino}azepin-2-one BrC1=CC=CC=2C=3N(C(=NC12)NC=1C(N=CC=CC1)=O)N=C(N3)C3=CC=C(C=C3)F